N,N-bis(3-aminopropyl)-2-ethyl-hexylamine NCCCN(CCCN)CC(CCCC)CC